2-ethynyl-N-(2-(3'-(methylcarbamoyl)-[1,1'-biphenyl]-4-yl)ethyl)thiazole-4-carboxamide C(#C)C=1SC=C(N1)C(=O)NCCC1=CC=C(C=C1)C1=CC(=CC=C1)C(NC)=O